3-(2-amino-[1,2,4]triazolo[1,5-a]pyridin-7-yl)-N-(2,2-difluoro-3-(4-fluorophenyl)-3-hydroxy-butyl-4,4,4-d3)-2-fluoro-6-(methyl-d3)benzamide NC1=NN2C(C=C(C=C2)C=2C(=C(C(=O)NCC(C(C([2H])([2H])[2H])(O)C3=CC=C(C=C3)F)(F)F)C(=CC2)C([2H])([2H])[2H])F)=N1